C(C)(C)(C)N(C(O)=O)C[C@@H](C[C@H](CN1C(C2=CC=CC=C2C1=O)=O)N(C(O)=O)C(C)(C)C)F.C1(=CC=CC=C1)C1=NN=C(S1)NC(C1=C(C=C(C=C1)Br)NS(=O)(=O)C=1C=NC=CC1)=O N-(5-phenyl-1,3,4-thiadiazol-2-yl)-4-bromo-2-(pyridine-3-sulfonylamino)benzamide di-tert-butyl-((2R,4R)-5-(1,3-dioxoisoindolin-2-yl)-2-fluoropentane-1,4-diyl)dicarbamate